4-methoxytetrahydro-2H-pyridine COC1CCNCC1